[Pb].[Zn].[Sn] tin-zinc-lead